C1(=CC=CC=C1)C1C2C3C4C=CC(C3C(C1)C2)C4 9-phenyl-tetracyclo[6.2.1.13,6.02,7]dodec-4-ene